(1s,3r)-3-acetamido-N-(5-chloro-4-(6,7-dihydro-5H-pyrrolo[1,2-a]imidazol-3-yl)pyridin-2-yl)cyclohexanecarboxamide C(C)(=O)N[C@H]1C[C@H](CCC1)C(=O)NC1=NC=C(C(=C1)C1=CN=C2N1CCC2)Cl